FC1=CC2=C(C(CCS2)=O)C=C1C 7-Fluoro-6-methyl-2,3-dihydro-1-benzothiin-4-one